COC1=CC=C(C=NO)C=C1 Para-methoxybenzaldehyde oxime